ClC1=CC=C(C=C1)S(=O)(=O)C1(C(=NN(C1)C(=O)NC1CCC(CC1)S(N)(=O)=O)C1=CC=C(C=C1)F)C1=CC=CC=C1 ((4-chlorophenyl)sulfonyl)-3-(4-fluorophenyl)-4-phenyl-N-((1R,4S)-4-sulfamoylcyclohexyl)-4,5-dihydro-1H-pyrazole-1-carboxamide